C(C)OC(=O)[C@H]1[C@@H](C1)[B-](F)(F)F.[K+] potassium (trans-2-(ethoxycarbonyl)cyclopropyl)trifluoroborate